(E)-2-(2-(2-(5-cyano-2,6-dioxo-1,2,3,6-tetrahydropyrimidin-4-yl)vinyl)-6-methoxyphenoxy)acetic acid C(#N)C1=C(NC(NC1=O)=O)/C=C/C1=C(OCC(=O)O)C(=CC=C1)OC